2-(3-(allyldimethylamino) propionamido)-2-methylpropane-1-sulfonate C(C=C)CN(CCC(=O)NC(CS(=O)(=O)[O-])(C)C)C